ClC1=C(NC=2C=CC(=NC2)C2(CCC2)C#N)C=CC=C1[C@]1(NC(N(C(C1)=O)C1CCOCC1)=N)C 1-(5-{2-Chloro-3-[(4S)-2-imino-4-methyl-6-oxo-1-(tetrahydro-pyran-4-yl)hexahydropyrimidin-4-yl]anilino}pyridin-2-yl)-cyclobutanecarbonitrile